ClC=1C=CC(=C(C1)NC(=O)C=1SC(=CC1)C(=O)NCCCCO)OCCOC N2-(5-chloro-2-(2-methoxyethoxy)phenyl)-N5-(4-hydroxybutyl)thiophene-2,5-dicarboxamide